The molecule is a nucleoside phosphate that is oxetanocin A in which the hydroxy of the hydroxymethyl group attached to the carbon bonded to the oxetane oxygen has been converted into the corresponding dihydrogen phosphate. It derives from an oxetanocin A. It is a conjugate base of an oxetanocin A 4-phosphate(2-). C1=NC(=C2C(=N1)N(C=N2)[C@H]3[C@@H]([C@H](O3)COP(=O)(O)O)CO)N